α-benzylbenzoin C(C1=CC=CC=C1)C(C(C1=CC=CC=C1)=O)(O)C1=CC=CC=C1